2-(2-chloro-6-methoxyphenoxy)-1-(3-fluoro-4-(5-(trifluoromethyl)-1,2,4-oxadiazol-3-yl)phenyl)ethan-1-one ClC1=C(OCC(=O)C2=CC(=C(C=C2)C2=NOC(=N2)C(F)(F)F)F)C(=CC=C1)OC